FC=1C=C2C(=CNC2=CC1)CC1=C(C=C(C(=O)NCCCCCCC(=O)NO)C=C1)OC 4-((5-fluoro-1H-indol-3-yl)methyl)-N-(7-(hydroxyamino)-7-oxoheptyl)-3-methoxybenzamide